CC=1NC(C2=C(N1)C=C(N=C2)C)=O 2,7-dimethylpyrido[4,3-d]pyrimidin-4(3H)-one